ClCC1=CC=C(CN2CCN(CC2)C2=CC=C(C#N)C=C2)C=C1 4-(4-(4-(chloromethyl)benzyl)piperazin-1-yl)benzonitrile